(R)-9-((6-(2-((R)-1-(ethylamino)ethyl)-5-methoxypyridin-4-yl)-2-methylimidazo[1,2-b]pyridazin-8-yl)oxy)-1,1,1-trifluorononan-4-amine dihydrochloride Cl.Cl.C(C)N[C@H](C)C1=NC=C(C(=C1)C=1C=C(C=2N(N1)C=C(N2)C)OCCCCC[C@H](CCC(F)(F)F)N)OC